CO[Si]1(N(CCC1)CCCCCCCCCCCCCC)OC 2,2-dimethoxy-1-tetradecyl-1-aza-2-silacyclopentane